ClC=1C=C(CNCCCO[C@@H]2CN(CC2)C2=NC3=C(C4=CN=CC=C24)C=CC(=C3)C(=O)O)C=CC1OC(F)(F)F (S)-5-(3-(3-((3-Chloro-4-(trifluoromethoxy)benzyl)amino)propoxy)pyrrolidin-1-yl)benzo[c][2,6]naphthyridine-8-carboxylic acid